CC1=C(C(=CC(=C1)C)C)C 1,2,3,5-Tetra-methylbenzol